C12CC(CC2C1)OC1=C(C=C(C=C1F)NC(=O)C=1N=C(OC1CC(F)(F)F)N1CC(C1)(C)OC)C#N N-(4-(cis-bicyclo[3.1.0]hexan-3-yloxy)-3-cyano-5-fluorophenyl)-2-(3-methoxy-3-methylazetidin-1-yl)-5-(2,2,2-trifluoroethyl)oxazole-4-carboxamide